tert-butyl N-[(1r,4r)-4-(2-amino-5-methyl-1,3-thiazol-4-yl)cyclohexyl]carbamate NC=1SC(=C(N1)C1CCC(CC1)NC(OC(C)(C)C)=O)C